FC(C1=C(C(=O)NC2=C(C=C(C(=C2)C=2C=NC(=NC2)N2CCOCC2)F)N2C[C@H](N(CC2)C)C)C=CC(=C1)F)F |r| 2-(difluoromethyl)-4-fluoro-N-[4-fluoro-5-(2-morpholin-4-ylpyrimidin-5-yl)-2-[rac-(3R)-3,4-dimethylpiperazin-1-yl]phenyl]benzamide